tert-butyl N-[2-(ethylamino)ethyl]-N-methyl-carbamate C(C)NCCN(C(OC(C)(C)C)=O)C